N1=C(C=NC2=CC=CC=C12)C=1C=NN(C1)C1CCN(CC1)C=1C=C(C=CC1)NC1CCC(CC1)=O 4-((3-(4-(4-(quinoxalin-2-yl)-1H-pyrazol-1-yl)piperidin-1-yl)phenyl)amino)cyclohexan-1-one